FC(OC1=CC=C(CS(=O)(=O)N2CC=C(CC2)C=2C=C(C=NC2)O)C=C1)(F)F 5-(1-((4-trifluoromethoxybenzyl)sulfonyl)-1,2,5,6-tetrahydropyridin-4-yl)-3-hydroxy-pyridine